1-(tert-butyl)-2-oxo-2,3-dihydro-1H-pyrrole C(C)(C)(C)N1C(CC=C1)=O